Cl.Cl.[C@H]12CN(C[C@H](CC1)N2)C=2C1=C(N=C(N2)OCC23CCCN3CCC2)C(=C(N=C1)C1=CC=CC2=CC=C(C(=C12)CC)F)F 4-((1R,5S)-3,8-diazabicyclo[3.2.1]octan-3-yl)-7-(8-ethyl-7-fluoronaphthalen-1-yl)-8-fluoro-2-((tetrahydro-1H-pyrrolizin-7a(5H)-yl)methoxy)pyrido[4,3-d]pyrimidine dihydrochloride